N-methyl-6-oxo-N-((1s,3S)-3-(o-tolyl)cyclobutyl)-7-oxa-5-azaspiro[3.4]octane-2-carboxamide CN(C(=O)C1CC2(C1)NC(OC2)=O)C2CC(C2)C2=C(C=CC=C2)C